7-(((2-((2-(Dipropylamino)ethyl)(ethyl)amino)ethoxy)carbonyl)oxy)tridecane-1,13-diyldioleate C(CC)N(CCN(CCOC(=O)OC(CCCCCCCCCCCCCC\C=C/CCCCCCCC(=O)[O-])CCCCCCCCCCCCCC\C=C/CCCCCCCC(=O)[O-])CC)CCC